4-(3-bromo-4-(trifluoromethoxy)benzyl)phthalazin-1(2H)-one BrC=1C=C(CC2=NNC(C3=CC=CC=C23)=O)C=CC1OC(F)(F)F